C(=O)OC1=C(C=CC(=C1)C1=CC=2N(C=C1)C(=NC2)C)C2=CN=C(N=N2)N2C[C@@H](NCC2)C2CC2 2-{3-[(3S)-3-cyclopropylpiperazin-1-yl]-1,2,4-triazin-6-yl}-5-(3-methylimidazo[1,5-a]pyridin-7-yl)phenol formate